C(C)(C)(C)OC(=O)N1CC(C1)(C)C(C1=CC(=CC=C1)N1CCCC1)(O)C1=CC=C(C=C1)Br 3-[(4-Bromo-phenyl)-hydroxy-(3-pyrrolidin-1-yl-phenyl)-methyl]-3-methyl-azetidine-1-carboxylic acid tert-butyl ester